3-methyl-1-dodecyn CC(C#C)CCCCCCCCC